COC1=C(CN2CC(N(CC2)C2CC3(C2)CCNCC3)C3=C(C=CC=C3)C(C)C)C=CC=C1OC 2-(4-(2,3-dimethoxybenzyl)-2-(2-isopropylphenyl)piperazin-1-yl)-7-azaspiro[3.5]nonane